6,6'-(pyridine-2,6-diylbis(benzo[b]thiophen-3,2-diyl))bis(2-(3,5-dimethyladamantan-1-yl)-4-fluorophenol) N1=C(C=CC=C1C=1C2=C(SC1C1=CC(=CC(=C1O)C13CC4(CC(CC(C1)C4)(C3)C)C)F)C=CC=C2)C=2C3=C(SC2C2=CC(=CC(=C2O)C24CC1(CC(CC(C2)C1)(C4)C)C)F)C=CC=C3